C1(=CC=CC2=CC=CC=C12)C(=O)C1=CN(C2=CC=CC=C12)CCCCC naphthalen-1-yl-(1-pentylindol-3-yl)methanone